6-chloro-N-[4-(difluoromethoxy)-6-methoxy-5-methyl-pyrimidin-2-yl]-1H-indole-3-sulfonamide ClC1=CC=C2C(=CNC2=C1)S(=O)(=O)NC1=NC(=C(C(=N1)OC(F)F)C)OC